4-(5-(3-((2-(4-ethoxy-4-oxobutanoyl)-5-methoxythieno[2,3-b]pyridin-6-yl)oxy)propoxy)-6-methoxyisoindolin-2-yl)-4-oxobutanoic acid ethyl ester C(C)OC(CCC(=O)N1CC2=CC(=C(C=C2C1)OCCCOC1=C(C=C2C(=N1)SC(=C2)C(CCC(=O)OCC)=O)OC)OC)=O